(4-fluorophenyl)-1-isopropyl-N-(5-((1-methyl-6-(1H-pyrazol-4-yl)-1H-indazol-5-yl)oxy)pyridin-2-yl)-4-oxo-1,4-dihydropyridazine-3-carboxamide FC1=CC=C(C=C1)C=1C(C(=NN(C1)C(C)C)C(=O)NC1=NC=C(C=C1)OC=1C=C2C=NN(C2=CC1C=1C=NNC1)C)=O